CCOC(C)O (2-ethoxy)ethanol